C(=O)([O-])CCC(=O)N1CC2=CC(=C(C=C2C1)OCCCOC1=C(C=C2C(=N1)C=C(S2)C(CCC(=O)[O-])=O)OC)OC.[Na+].[Na+] sodium 4-(5-(3-((2-(3-carboxylatopropanoyl)-6-methoxyisoindolin-5-yl) oxy) propoxy)-6-methoxythieno[3,2-b]pyridin-2-yl)-4-oxobutanoate